ClC1=CC(=C(C=C1C(F)(F)F)NS(=O)(=O)C=1C=C(C(=O)O)C=CC1OC)N1C=CC=C1 3-(N-(4-chloro-2-(pyrrol-1-yl)-5-(trifluoromethyl)phenyl)sulfamoyl)-4-methoxybenzoic Acid